C(#N)C=1C=2C(N=C3N(C2C=CC1)C1=CC(=CC=C1C31CCCCC1)C1CCN(CC1)C(=O)OC(C)(C)C)=O tert-butyl 4-(4'-cyano-5'-oxo-5'H-spiro[cyclohexane-1,7'-indolo[1,2-a]quinazolin]-10'-yl)piperidine-1-carboxylate